tertiary butyl azetidin-3-carboxylate N1CC(C1)C(=O)OC(C)(C)C